tert-butyl (2-(((4-nitrophenoxy)carboxyl)oxy)ethyl)carbamate [N+](=O)([O-])C1=CC=C(OOC(=O)OCCNC(OC(C)(C)C)=O)C=C1